NC=1SC(=C(N1)C1CCC(CC1)C(C(=O)N)C)C [(1s,4s)-4-(2-amino-5-methyl-1,3-thiazol-4-yl)cyclohexyl]propanamide